(3R*,4R*)-4-{[3-(2,4-Difluoro-phenyl)-isoxazole-5-carbonyl]-amino}-1-(2-methyl-cyclopentyl)-piperidine-3-carboxylic acid (1-pyridin-2-yl-cyclopropyl)-amide N1=C(C=CC=C1)C1(CC1)NC(=O)[C@@H]1CN(CC[C@H]1NC(=O)C1=CC(=NO1)C1=C(C=C(C=C1)F)F)C1C(CCC1)C |o1:12,17|